N=1C=C(N2N=CC=CC21)NC(=O)C2=CC1=CN(N=C1C=C2OC)C2CCC1(CCC(N1C)=O)CC2 N-(Imidazo[1,2-b]pyridazin-3-yl)-6-methoxy-2-((5r,8r)-1-methyl-2-oxo-1-azaspiro[4.5]decan-8-yl)-2H-indazole-5-carboxamide